CC1(OB(OC1(C)C)C1=CC2=C(N=C(O2)N)C=C1)C 6-(4,4,5,5-tetramethyl-1,3,2-dioxaborolan-2-yl)-1,3-benzoxazol-2-amine